C(=O)NC1=C(C=CC=C1)C1=CC=CC=C1 formamidobiphenyl